4-amino-6-tert-butyl-3-mercapto-1,2,4-triazine-5(4H)-one NN1C(=NN=C(C1=O)C(C)(C)C)S